NC1=NC(N(C=C1Br)[C@H]1O[C@@]([C@H](C1)O)(CO)C#C)=O 4-amino-5-bromo-1-((2S,4S,5R)-5-ethynyl-4-hydroxy-5-(hydroxymethyl)tetrahydrofuran-2-yl)pyrimidin-2(1H)-one